4-(4-{[4-Bromo-2-(trifluoromethyl)phenyl]methoxy}-3-methoxyphenyl)-2H,4H,5H,6H,7H-pyrazolo[3,4-b]pyridin-6-one BrC1=CC(=C(C=C1)COC1=C(C=C(C=C1)C1C=2C(NC(C1)=O)=NNC2)OC)C(F)(F)F